S-(2-thiopyridyl)-L-cysteine C1=CC(=C(N=C1)SC[C@@H](C(=O)O)N)S